tert-butyl (3R)-3-[(2S)-3-[3-(2-bromoacetyl)phenyl]-1-(tert-butoxy)-1-oxopropane-2-yl]pyrrolidine-1-carboxylate BrCC(=O)C=1C=C(C=CC1)C[C@H](C(=O)OC(C)(C)C)[C@@H]1CN(CC1)C(=O)OC(C)(C)C